C(C)(C)(C)OC(=O)C1=CC2=C(S1)C=CC(=C2)C(=O)P(=O)(OCC)OCC 5-((diethoxyphosphoryl)carbonyl)benzo[b]Thiophene-2-carboxylic acid tert-butyl ester